C1(CC1)C1=C(C=C(C(=C1)I)C)N(C(C#CC)=O)C1=CC=C2C(=N1)C(=NN2C)O[C@@H]2CC[C@H](CC2)C(=O)OC(C)(C)C tertbutyl (trans)-4-({5-[N-(2-cyclopropyl-4-iodo-5-methylphenyl)but-2-ynamido]-1-methylpyrazolo[4,3-b]pyridin-3-yl}oxy)cyclohexane-1-carboxylate